C(C)(C)C1=C(C=CC=C1)[C@H]1NCCC1 (s)-2-(2-isopropylphenyl)pyrrolidine